C1(CCC1)C(=O)N1[C@H]([C@H](CC1)NS(=O)(=O)C)CC=1N=C(SC1)C1=CC(=CC(=C1)F)F N-(cis-1-(cyclobutylcarbonyl)-2-((2-(3,5-difluorophenyl)-1,3-thiazol-4-yl)methyl)pyrrolidin-3-yl)methanesulfonamide